C(CCC)SC1=C(C=O)C=CC=C1 2-(butylthio)benzaldehyde